COC1=C(CNC(=O)C=2SC(=NN2)CCCCC=2SC(=NN2)C(NCC2=NC=CC(=C2)C(F)(F)F)=O)C=CC=C1OC N-(2,3-dimethoxybenzyl)-5-(4-(5-(((4-(trifluoromethyl)pyridin-2-yl)methyl)carbamoyl)-1,3,4-thiadiazol-2-yl)butyl)-1,3,4-thiadiazole-2-carboxamide